(S)-4-(3-amino-1-((isoquinolin-6-yl-1-d)amino)-1-oxopropan-2-yl-3,3-d2)benzyl 2,4-bis(methyl-d3)benzoate dihydrochloride Cl.Cl.C(C1=C(C(=O)OCC2=CC=C(C=C2)[C@H](C(=O)NC=2C=C3C=CN=C(C3=CC2)[2H])C([2H])([2H])N)C=CC(=C1)C([2H])([2H])[2H])([2H])([2H])[2H]